3-[4-[3-[tert-butoxycarbonyl(methyl)amino]prop-1-ynyl]-2-fluoro-phenoxylpropyl]thiazole-4-carboxylate C(C)(C)(C)OC(=O)N(CC#CC1=CC(=C(OCCCN2CSC=C2C(=O)[O-])C=C1)F)C